C1(CC1)C=1C(NC(N(C1)C=1C=NN2C1C=C(C=C2)C[C@H]2C[C@@H](NCC2)C)=O)=O 5-cyclopropyl-1-(5-(((2S,4R)-2-methylpiperidin-4-yl)methyl)pyrazolo[1,5-a]pyridin-3-yl)pyrimidine-2,4(1H,3H)-dione